C(C)(C)(C)C1=CC(=C(C(=C1)C)C=1NC2=CC=CC=C2C(C1C(CO)O)=O)OC1=C(C=C(C=C1)F)OC 2-[4-tert-butyl-2-(4-fluoro-2-methoxy-phenoxy)-6-methyl-phenyl]-3-(1,2-dihydroxyethyl)-1H-quinolin-4-one